C1OCC12CN(C2)CCN2C1=CC=C(C=C1OC=1C=C(C=CC21)C2=C1C(=CN=C2)N(N=C1)C1OCCCC1)C1=C2C(=CN=C1)N(N=C2)C2OCCCC2 10-(2-(2-oxa-6-azaspiro[3.3]heptan-6-yl)ethyl)-3,7-bis-(1-(tetrahydro-2H-pyran-2-yl)-1H-pyrazolo[3,4-c]pyridin-4-yl)-10H-phenoxazine